C(#N)C1=CC=C(C=C1)S(=O)(=O)N1C[C@@H]([C@@](C1)(CO)O)OC1=CC(=C(C#N)C=C1OCC(C)C)F 4-(((3S,4R)-1-((4-cyanophenyl)sulfonyl)-4-hydroxy-4-(hydroxymethyl)pyrrolidin-3-yl)oxy)-2-fluoro-5-isobutoxybenzonitrile